tert-butyl 4-(4-prop-2-enoylpyrazol-1-yl)piperidine-1-carboxylate C(C=C)(=O)C=1C=NN(C1)C1CCN(CC1)C(=O)OC(C)(C)C